NC1=C(C=C(C=N1)C=1C=C2N(N1)CC[C@]21CN(CC1)C(=O)NC1(CCC1)C1=C(C=CC=C1)Cl)OC(F)(F)F |r| (rac)-2'-[6-amino-5-(trifluoromethoxy)pyridin-3-yl]-N-[1-(2-chlorophenyl)cyclobutyl]-5',6'-dihydrospiro[pyrrolidine-3,4'-pyrrolo[1,2-b]pyrazole]-1-carboxamide